[C@H]1([C@@H]([C@@H]([C@H]([C@@H]([C@H]1OP(=O)([O-])[O-])OP(=O)([O-])OP(=O)([O-])[O-])OP(=O)([O-])[O-])OP(=O)([O-])OP(=O)(O)[O-])OP(=O)([O-])[O-])OP(=O)([O-])[O-] The molecule is an inositol phosphate oxoanion obtained by deprotonation of all but one of the phosphate and diphosphate OH groups of 3,5-bis(diphospho)-1D-myo-inositol 1,2,4,6-tetrakisphosphate. It is the major microspecies at pH 7.3 (according to Marvin v 6.2.0.). It is a conjugate base of a 3,5-bis(diphospho)-1D-myo-inositol 1,2,4,6-tetrakisphosphate.